BrC1=C(C=C(C=C1)CSC)Cl 1-bromo-2-chloro-4-(methylsulfanyl-methyl)benzene